tert-butyl 6-(8-(benzo[d]thiazol-2-ylcarbamoyl)-3,4-dihydroisoquinolin-2(1H)-yl)-3-(3-((1-(2-ethoxy-2-oxoethyl)piperidin-4-yl)methoxy)-2-methylphenyl)picolinate S1C(=NC2=C1C=CC=C2)NC(=O)C=2C=CC=C1CCN(CC21)C2=CC=C(C(=N2)C(=O)OC(C)(C)C)C2=C(C(=CC=C2)OCC2CCN(CC2)CC(=O)OCC)C